C([C@H]1CO1)O[Si](C)(C)C(C)(C)C (R)-t-butyldimethylsilyl glycidyl ether